4-methyl-1,3-di-oxolane CC1OCOC1